NC1=NN2C(C=C(C=C2)C=2C=C(C=NC2)C(=O)NCCC(C)C2=CC=CC=C2)=N1 5-{2-amino-[1,2,4]triazolo[1,5-a]pyridin-7-yl}-N-(3-phenylbutyl)pyridine-3-carboxamide